ClC=1C=C2CC(C(C2=CC1)=NN)C(=O)OC methyl 5-chloro-1-hydrazono-2,3-dihydro-1H-indene-2-carboxylate